ClC1=C(C#N)C=CC(=C1C)N[C@H]([C@H](C)O)C=1OC(=NN1)C1=CC=C(C=C1)C=O 2-chloro-4-(((1R,2S)-1-(5-(4-formylphenyl)-1,3,4-oxadiazol-2-yl)-2-hydroxy-propyl)amino)-3-methylbenzonitrile